N-(4-(4-((1R,2S)-6-hydroxy-2-phenyl-1,2,3,4-tetrahydronaphthalen-1-yl)phenoxy)butyl)-2-(7-phenyl-2,7-diazaspiro[4.4]nonan-2-yl)isonicotinamide OC=1C=C2CC[C@@H]([C@@H](C2=CC1)C1=CC=C(OCCCCNC(C2=CC(=NC=C2)N2CC3(CC2)CN(CC3)C3=CC=CC=C3)=O)C=C1)C1=CC=CC=C1